mono(1,10-phenanthroline) europium [Eu].N1=CC=CC2=CC=C3C=CC=NC3=C12